C[Sn](N(C)C)(N(C)C)N(C)C methyltri(dimethylamino)tin